FC=1C(=NC=CC1)C1=NN=C(O1)C(=O)N1[C@@H](C2=C(CC1)NC=N2)C2=NN1C(C=CC=C1C(F)(F)F)=C2 (S)-(5-(3-fluoropyridin-2-yl)-1,3,4-oxadiazol-2-yl)(4-(7-(trifluoromethyl)pyrazolo[1,5-a]pyridin-2-yl)-6,7-dihydro-1H-imidazo[4,5-c]pyridin-5(4H)-yl)methanone